N-(3-chloro-4-(5-(trifluoromethyl)-1,2,4-oxadiazol-3-yl)phenyl)acrylamide ClC=1C=C(C=CC1C1=NOC(=N1)C(F)(F)F)NC(C=C)=O